(R,2S)-N-cyano-N'-((1,2,3,5,6,7-hexahydro-s-indacen-4-yl)carbamoyl)-2-methyl-2,3-dihydropyrazolo[5,1-b]oxazole-7-sulfonimidamide C(#N)N[S@](=O)(=NC(NC1=C2CCCC2=CC=2CCCC12)=O)C=1C=NN2C1O[C@H](C2)C